N-decyldecan-1-amine C(CCCCCCCCC)NCCCCCCCCCC